NC1=C2N=CN(C2=NC(=N1)C(F)(F)F)C1CCC(CC1)C(=O)O 4-[6-amino-2-(trifluoromethyl)-9H-purin-9-yl]cyclohexanecarboxylic acid